ClC1=C(C=2N=C(N=C(C2C=N1)N1C[C@@H](N(CC1)C(=O)OC(C)(C)C)CC#N)OCC12CCCN2CCC1)F tert-butyl (S)-4-(7-chloro-8-fluoro-2-((tetrahydro-1H-pyrrolizin-7a(5H)-yl)methoxy)pyrido[4,3-d]pyrimidin-4-yl)-2-(cyanomethyl)piperazine-1-carboxylate